(S)-5-methyl-1-(4-(2-(4'-morpholino-2',3',4',5'-tetrahydro-[1,1'-biphenyl]-4-yl)propan-2-yl)phenyl)-1H-pyrazole-3-carboxamide CC1=CC(=NN1C1=CC=C(C=C1)C(C)(C)C1=CC=C(C=C1)C=1CC[C@@H](CC1)N1CCOCC1)C(=O)N